(R)-4-((3-aminopiperidin-1-yl)methyl)-N-(4-(4-(1,1-dioxidothiomorpholino)-7-((2-(trimethylsilyl)ethoxy)methyl)-7H-pyrrolo[2,3-d]pyrimidin-6-yl)phenyl)picolinamide N[C@H]1CN(CCC1)CC1=CC(=NC=C1)C(=O)NC1=CC=C(C=C1)C1=CC2=C(N=CN=C2N2CCS(CC2)(=O)=O)N1COCC[Si](C)(C)C